C(=O)(O)[C@H](CC(=O)C1=CC2=C(S1)C=C(C(=C2)NCCCOC2=CC1=C(SC(=C1)C(C[C@@H](C(=O)O)C)=O)C=C2OC)OC)C (S)-4-(5-(3-((2-((S)-3-carboxybutanoyl)-6-methoxybenzo[b]thiophen-5-yl)amino)propoxy)-6-methoxybenzo[b]thiophen-2-yl)-2-methyl-4-oxobutanoic acid